FC(CSC1=CC=C(C(=O)O)C=C1)(C(C(C(C(F)(F)F)(F)F)(F)F)(F)F)F 4-((2,2,3,3,4,4,5,5,6,6,6-undecafluorohexyl)thio)benzoic acid